Dibutyl diacetate C(C)(=O)OCCCC.C(C)(=O)OCCCC